[(2S)-1-(2,2-difluoroethyl)pyrrolidin-2-yl]methanol FC(CN1[C@@H](CCC1)CO)F